ClC1=NC=C2C(=N1)N(N=C2)C[C@H]2NCCC2 (S)-6-chloro-1-(pyrrolidin-2-ylmethyl)-1H-pyrazolo[3,4-d]pyrimidine